CC1(COC1)CNC(=O)C=1N=NC=CC1 N-((3-methyloxetan-3-yl)methyl)pyridazine-3-carboxamide